C(=O)C1=C(C(=C(N1)C)C(=O)O)C 5-formyl-2,4-dimethyl-1H-pyrrole-3-carboxylic acid